FC=1C=C(C=CC1OC1=NC=CC(=N1)C)C1=C(N(C2=C1C(=NC=C2)C)C)C2=C(C=C(C=C2)NC(C=C)=O)C N-[4-(3-{3-fluoro-4-[(4-methylpyrimidin-2-yl)oxy]phenyl}-1,4-dimethyl-1H-pyrrolo[3,2-c]pyridin-2-yl)-3-methylphenyl]prop-2-enamide